1-((6-methylpyridin-3-yl)sulfonyl)-2-(2-(piperidin-1-yl)ethyl)-1H-pyrrolo[3,2-b]pyridin CC1=CC=C(C=N1)S(=O)(=O)N1C(=CC2=NC=CC=C21)CCN2CCCCC2